C(CCCCCCCCCCC)OCC(=O)OC1=C(CC2=CC(=C(C=C12)OC)OC)CC1CCN(CC1)CC1=CC=CC=C1 2-((1-benzylpiperidin-4-yl)methyl)-5,6-dimethoxy-1H-inden-3-yl 2-(dodecyloxy)acetate